BrC(C=O)CC=C bromo-trans-4-pentenal